[I-].C1(CCCCC1)C(=O)OC(CCCCCCCCCCCCCCC)[N+]1(CCC=C(C1)C1=NSN=C1OCCCCCC)C 1-[5-(4-hexoxy-1,2,5-thiadiazol-3-yl)-1-methyl-3,6-dihydro-2H-pyridin-1-ium-1-yl]hexadecyl cyclohexanecarboxylate iodide